FC1=CC(=C(OCC2=CC=CC3=C2N=C(O3)OC)C=C1[N+](=O)[O-])OC 4-(4-fluoro-2-methoxy-5-nitrophenoxymethyl)-2-methoxy-1,3-benzoxazole